CC1=CC=C(C=C1)S(=O)(=O)OC1=C(C=C(C=C1)OS(=O)(=O)C1=CC=C(C=C1)C)S(=O)(=O)OC1=C(C=CC=C1)S(=O)(=O)ON=CC ethanone O-((2,5-bis(4-methylphenylsulfonyloxy)benzenesulfonyloxy)phenylsulfonyl) oxime